C(C)C=1N(C=2N(C(C1N1CCN(CC1)C(C1=NC=CC=C1O)=O)=O)N=C(N2)C=2CCNCC2)CC(=O)NC2=C(C=C(C=C2)C(F)(F)F)C 2-(5-ethyl-6-(4-(3-hydroxypicolinoyl)piperazin-1-yl)-7-oxo-2-(1,2,3,6-tetrahydropyridin-4-yl)-[1,2,4]triazolo[1,5-a]pyrimidin-4(7H)-yl)-N-(2-methyl-4-(trifluoromethyl)phenyl)acetamide